6-cyano-1-(3,4-dimethylphenyl)-3-methyl-1H-benzo[d]imidazol-3-ium iodide [I-].C(#N)C=1C=CC2=C(N(C=[N+]2C)C2=CC(=C(C=C2)C)C)C1